C1(CCCCC1)[NH3+].O[C@H]1[C@H](O)[C@@H](O)[C@H](O)[C@H](O1)C(=O)[O-] beta-D-glucuronic acid, cyclohexylammonium salt